methyl 5-bromo-1-methyl-1H-indazole-3-carboxylate BrC=1C=C2C(=NN(C2=CC1)C)C(=O)OC